(4-cyano-2-methoxy-phenyl)-2,8-dimethyl-5-oxo-1,4,5,6-tetrahydro-[1,6]naphthyridine-3-carboxylic acid trifluoroethyl ester FC(COC(=O)C1=C(N(C=2C(=CNC(C2C1)=O)C)C1=C(C=C(C=C1)C#N)OC)C)(F)F